Di-tert-butyl 4,4'-(4-cyano-6-(naphthalen-1-yl)-5,6,7,8-tetrahydro-2,6-naphthyridine-1,3-diyl)bis(piperazine-1-carboxylate) C(#N)C1=C(N=C(C=2CCN(CC12)C1=CC=CC2=CC=CC=C12)N1CCN(CC1)C(=O)OC(C)(C)C)N1CCN(CC1)C(=O)OC(C)(C)C